2-((3-chloro-2-(cyclopropylethoxy)phenyl)amino)benzoic acid ClC=1C(=C(C=CC1)NC1=C(C(=O)O)C=CC=C1)OCCC1CC1